2-[[(3aR,4S,6R,6aS)-6-amino-2,2-dimethyltetrahydro-3aH-cyclopenta[d][1,3]-dioxolan-4-yl]oxy]-1-ethanol N[C@@H]1C[C@@H]([C@@H]2[C@H]1OC(O2)(C)C)OCCO